N-[3-(ethanesulfonyloxy)phenyl]-N'-[4-(ethanesulfonyloxy)phenyl]urea C(C)S(=O)(=O)OC=1C=C(C=CC1)NC(=O)NC1=CC=C(C=C1)OS(=O)(=O)CC